(R)-(+)-[2,3-Dihydro-5-methyl-3-[(4-morpholinyl)methyl]pyrrolo[1,2,3-de]-1,4-benzoxazinyl]-(1-naphthalenyl)methanone CC1=CC=2C=CC=C3C2N1C([C@@H](O3)C(=O)C3=CC=CC1=CC=CC=C31)CN3CCOCC3